C(C)(C)OC1=CC(=NC2=C(N=CC=C12)C1=NNC=C1)N1[C@@H](COCC1)C 4-isopropoxy-2-((R)-3-methylmorpholin-4-yl)-8-(1H-pyrazol-3-yl)-[1,7]naphthyridine